N-((7-bromobenzo[b]thiophen-2-yl)methylene)-2,2-dimethoxyethylamine BrC1=CC=CC2=C1SC(=C2)C=NCC(OC)OC